12-(2-Bromoethyl)-2,3-dimethoxy-[1,3]dioxolo[4',5':4,5]benzo[1,2-c]phenanthridin-13(12H)-one BrCCN1C=2C3=C(C=CC2C2=CC(=C(C=C2C1=O)OC)OC)C=C1C(=C3)OCO1